4-[(3,5-difluoropyridin-2-yl)methoxy]-2'-(1-ethoxyethenyl)-5'-ethyl-6-methyl-[1,4'-bipyridin]-2-one FC=1C(=NC=C(C1)F)COC1=CC(N(C(=C1)C)C1=CC(=NC=C1CC)C(=C)OCC)=O